COC(C(=O)NC1=CC(=C(C(=C1)Cl)OC1=C(C=C(C=C1C)C(C1=CC(=CC(=C1)OC)F)=O)C)Cl)=O.[Ag]Cl.[Ag] Silver silver chloride methyl-2-((3,5-dichloro-4-(4-(3-fluoro-5-methoxybenzoyl)-2,6-dimethylphenoxy)phenyl)amino)-2-oxoacetate